(Z)-N-(4-(dimethylamino)benzyl)-4-(4-((5-(4-(dimethylamino)phenyl)pyridin-2-yl)oxy)piperidin-1-yl)-4-oxobut-2-enamide CN(C1=CC=C(CNC(\C=C/C(=O)N2CCC(CC2)OC2=NC=C(C=C2)C2=CC=C(C=C2)N(C)C)=O)C=C1)C